furan-2,5-dicarboxylic acid bis(undec-6-yl) ester CCCCCC(CCCCC)OC(=O)C=1OC(=CC1)C(=O)OC(CCCCC)CCCCC